C1(CC1)CC(=O)N(NCC1=NC=C(C=C1)C(F)(F)F)C 2-cyclopropyl-N-methyl-N'-((5-(trifluoromethyl)pyridin-2-yl)methyl)acetohydrazide